6-ethoxy-2-methyl-2H-benzo[d][1,2,3]triazol-5-amine hydrochloride Cl.C(C)OC=1C(=CC=2C(=NN(N2)C)C1)N